Ethyl-4-oxo-1,4-dihydrochinolin-3-carboxylat C(C)OC(=O)C1=CNC2=CC=CC=C2C1=O